C(C)(=O)N1CCN(CC1)C=1N=C2C(=NC1)N=C(S2)NC(=O)C=2C=NC(=CC2C2=C(C=CC(=C2)Cl)OC)C N-[6-(4-acetylpiperazin-1-yl)thiazolo[4,5-b]pyrazin-2-yl]-4-(5-chloro-2-methoxy-phenyl)-6-methyl-pyridine-3-carboxamide